1,1,3,3-Tetrafluoro-2-(8-(5-(((5-fluoro-2,3-dihydrobenzofuran-4-yl)methyl)amino)-[1,2,4]Triazolo[4,3-c]pyrimidin-8-yl)-[1,2,4]triazolo[1,5-a]pyridin-5-yl)propane FC(C(C(F)F)C1=CC=C(C=2N1N=CN2)C=2C=1N(C(=NC2)NCC2=C(C=CC3=C2CCO3)F)C=NN1)F